5-pyrrolidin-1-yl-pyridazin-3-one N1(CCCC1)C1=CC(NN=C1)=O